C(C)(C)(C)C1C2(N(C(CC1C)C2)C(=O)O[C@]2(CNC[C@H]2COC2=CC=C(C=C2)S(=O)(=O)C)C)CN2N=CC=C2 rac-cis-3-methyl-4-((4-(methylsulfonyl)phenoxy)methyl)pyrrolidin-3-ol tert-butyl-cis-1-((1H-pyrazol-1-yl)methyl)-3-methyl-6-azabicyclo[3.1.1]heptane-6-carboxylate